FC=1C=C(C=CC1COCC1=NC=CC=C1)NC(=O)C=1C=C(C=CC1)C=1C=C(C(=NC1)C)C(=O)O 5-[3-[[3-fluoro-4-(2-pyridylmethoxymethyl)phenyl]carbamoyl]phenyl]-2-methyl-pyridine-3-carboxylic acid